1,2-dichloro-3,3-dimethylbutane ClCC(C(C)(C)C)Cl